5-methyl-4-(1-methyl-1H-1,2,4-triazol-3-yl)-2-(piperidin-1-ylsulfonyl)-1-tosyl-1H-pyrrolo[2,3-c]pyridine CC=1C(=C2C(=CN1)N(C(=C2)S(=O)(=O)N2CCCCC2)S(=O)(=O)C2=CC=C(C)C=C2)C2=NN(C=N2)C